FC1=CC(=C(C#N)C=C1F)B1OC(C(O1)(C)C)(C)C 4,5-difluoro-2-(4,4,5,5-tetramethyl-1,3,2-dioxaborolan-2-yl)benzonitrile